(R)-2-fluoro-1-(3-(3-(4-phenoxyphenyl)-1H-pyrazolo[3,4-d]pyrimidin-1-yl)piperidin-1-yl)prop-2-en-1-one FC(C(=O)N1C[C@@H](CCC1)N1N=C(C=2C1=NC=NC2)C2=CC=C(C=C2)OC2=CC=CC=C2)=C